N-(5-(tert-butyl)isoxazol-3-yl)-6-(imidazo[1,2-a]pyridine-3-carbonyl)-4,5,6,7-tetrahydrothieno[2,3-c]pyridine-3-carboxamide C(C)(C)(C)C1=CC(=NO1)NC(=O)C1=CSC=2CN(CCC21)C(=O)C2=CN=C1N2C=CC=C1